IC1=C(C=C(C=C1)I)C1=C(C=CC(=C1)I)I 2,2',5,5'-tetra-iodobiphenyl